FC1=C(C=NN1)C=1C=C2C=CN(C(C2=CC1)=O)CC=1C=C(C(=O)NC)C=CC1 3-((6-(5-fluoro-1H-pyrazol-4-yl)-1-oxoisoquinolin-2(1H)-yl)methyl)-N-methylbenzamide